6-(2-(6-methylpyridin-2-yl)-5,6-dihydro-cyclopenta[d]imidazol-1(4H)-yl)-[1,2,4]triazolo[1,5-a]pyridine CC1=CC=CC(=N1)C1=NC2=C(N1C=1C=CC=3N(C1)N=CN3)CCC2